(1R)-1-((7-((2-(2,6-dioxopiperidin-3-yl)-1-oxoisoindolin-4-yl)thio)heptyl)amino)-2,3-dihydro-1H-indene-4-carbonitrile O=C1NC(CCC1N1C(C2=CC=CC(=C2C1)SCCCCCCCN[C@@H]1CCC=2C(=CC=CC12)C#N)=O)=O